C(=O)O.C1(CC1)C=1C=C(C(=C(C1)O)C1=C2C(=C(N=N1)N[C@H]1CN(CCC1)CCO)C=NC=C2)F 5-cyclopropyl-3-fluoro-2-(4-{[(3R)-1-(2-hydroxyethyl)piperidin-3-yl]amino}pyrido[3,4-d]pyridazin-1-yl)phenol formate salt